Cl.C(C)OC(=O)C1=C(N(C2=CC(=C(C(=C12)CN1C=NC=C1)O)Br)C)CS(=O)C1=CC=CC=C1 1-methyl-4-(1-imidazolyl)methyl-2-(phenylsulfinylmethyl)-5-hydroxy-6-bromo-1H-indole-3-carboxylic acid ethyl ester Hydrochloride